[(dimethylfluorenyl)phenyltriazinyl](dibenzofuranyl)biphenyl CC=1C(=C(C=2CC3=CC=CC=C3C2C1)C1=C(C(=NN=N1)C=1C(=C(C=CC1)C1=CC=CC=C1)C1=CC=CC=2OC3=C(C21)C=CC=C3)C3=CC=CC=C3)C